2-(8-fluoro-3-(methoxymethyl)naphthalen-1-yl)-4,4,5,5-tetramethyl-1,3,2-dioxaborolane FC=1C=CC=C2C=C(C=C(C12)B1OC(C(O1)(C)C)(C)C)COC